(6-methoxy-5-(1H-pyrazol-4-yl)pyridin-2-yl)-1,3-dihydrospiro[indene-2,3'-pyrrolidine]-2'-one COC1=C(C=CC(=N1)N1C(C2(CC1)CC1=CC=CC=C1C2)=O)C=2C=NNC2